(3z,3'z)-2,2'-(4,6-dihydroxy-1,3-phenylene)bis(3-((tert-butylamino)methylene)chroman-4-one) OC1=C(C=C(C(=C1)O)C/1OC2=CC=CC=C2C(\C1=C/NC(C)(C)C)=O)C/1OC2=CC=CC=C2C(\C1=C/NC(C)(C)C)=O